S(=O)(=O)([O-])[O-].FS(=N)F.[Li+].[Li+] lithium difluorosulfimide sulfate